O1C(=CC=C1)C1=NN2C(N=C(C=C2)N2CCN(CC2)CC2=NC=CC=C2C)=C1C#N 2-(2-Furyl)-5-[4-[(3-methyl-2-pyridyl)methyl]piperazin-1-yl]pyrazolo[1,5-a]pyrimidine-3-carbonitrile